COC1=CC(=CC=2N1C(=C(N2)OS(=O)(=O)C(F)(F)F)C)C(=O)O 5-methoxy-3-methyl-2-(((trifluoromethyl)sulfonyl)oxy)imidazo[1,2-a]Pyridine-7-carboxylic acid